N,N,N',N'-tetrakis(2-aminoethyl) ethylenediamine tert-butyl (((tert-butoxycarbonyl)amino)(1H-pyrazol-1-yl)methylene)carbamate C(C)(C)(C)OC(=O)NC(N1N=CC=C1)=NC(OC(C)(C)C)=O.NCCN(CCN(CCN)CCN)CCN